FC(F)(F)C=1SCC(N1)=O (trifluoromethyl)-1,3-thiazol-4(5H)-one